C[N+](CC)(CC)CC Methyltriethylammonium